ClC=1C=CC(=C(C1)C1=CC(N(C=C1OC)C(C(=O)OC(C)(C)C)CC)=O)N1N=NC(=C1)C(F)F tert-Butyl 2-[4-{5-chloro-2-[4-(difluoromethyl)-1H-1,2,3-triazol-1-yl]phenyl}-5-methoxy-2-oxopyridin-1(2H)-yl]butanoate